tert-Butyl 3-(5-chloro-4-(1,1-difluoro-2-hydroxy-2-methylpropoxy)-7-(thiazol-2-yl)benzo[d]oxazol-2-yl)-3,6-diazabicyclo[3.1.1]heptane-6-carboxylate ClC=1C=C(C2=C(N=C(O2)N2CC3N(C(C2)C3)C(=O)OC(C)(C)C)C1OC(C(C)(C)O)(F)F)C=1SC=CN1